1-({3,4-difluoro-2-[(2-fluoro-4-iodophenyl)amino]phenyl}carbonyl)-3-({[1-methyl-2-(methyloxy)ethyl]amino}methyl)azetidin-3-ol FC=1C(=C(C=CC1F)C(=O)N1CC(C1)(O)CNC(COC)C)NC1=C(C=C(C=C1)I)F